hexavinyldisiloxane C(=C)[Si](O[Si](C=C)(C=C)C=C)(C=C)C=C